CNC1=C(C(=CC=C1)F)Cl N-methyl-2-chloro-3-fluoroaniline